tert-Butyl rac-(6R,7S)-6,7-diamino-4-azaspiro[2.5]octane-4-carboxylate N[C@@H]1CN(C2(CC2)C[C@@H]1N)C(=O)OC(C)(C)C |r|